NC=1C(=C(C=CC1)C1=C2C=CNC2=CC=C1)F 4-(3-amino-2-fluorophenyl)-1H-indole